C(C1=CC=CC=C1)OCC1(CN(CCC1)C(=O)OC(C)(C)C)C(=O)OCC 1-(tert-butyl) 3-ethyl 3-((benzyloxy)methyl)piperidine-1,3-dicarboxylate